(E)-3-(benzo[d][1,3]dioxol-5-yl)-N-isopropylacrylamide O1COC2=C1C=CC(=C2)/C=C/C(=O)NC(C)C